7-(4-Acetylbenzoylamino)heptanoic acid methyl ester COC(CCCCCCNC(C1=CC=C(C=C1)C(C)=O)=O)=O